C(C)(C)(C)OC(=O)N1CC(=CC1)C1=C(C=C(C=C1)[N+](=O)[O-])CSC (±)-3-(2-(methylthiomethyl)-4-nitrophenyl)-2,5-dihydro-1H-pyrrole-1-carboxylic acid tert-butyl ester